NC1=CC=C(C=N1)[C@H]1N(C[C@@H](CC1)C)C(C(=O)NC=1C=C(C(=NC1)OC)C(=O)N)=O 5-[[2-[(2S,5R)-2-(6-amino-3-pyridyl)-5-methyl-1-piperidyl]-2-oxo-acetyl]amino]-2-methoxy-pyridine-3-carboxamide